(2E)-3-(5-chloropyridin-2-yl)prop-2-enal ClC=1C=CC(=NC1)/C=C/C=O